C(C)S(=O)(=O)O anti-ethyl-sulfonic acid